methyl 3-(4-(1-(tert-butoxycarbonyl) pyrrolidin-2-yl)-2-fluorobenzamido)-2-imino-5-methoxy-2,3-dihydrobenzo[d]thiazole-6-carboxylate C(C)(C)(C)OC(=O)N1C(CCC1)C1=CC(=C(C(=O)NN2C(SC3=C2C=C(C(=C3)C(=O)OC)OC)=N)C=C1)F